(S)-3-(4-bromobenzyl)-1,4,7,10-tetraazacyclododecane-2,6-dione BrC1=CC=C(C[C@H]2C(NCCNCCNC(CN2)=O)=O)C=C1